6-(2-Methyl-2-(3-(trifluoromethyl)phenoxy)propyl)-2-thia-6-azaspiro[3.4]octane-2,2-dioxide CC(CN1CC2(CS(C2)(=O)=O)CC1)(C)OC1=CC(=CC=C1)C(F)(F)F